tert-butyl N-[(1S,3R)-3-(benzyloxycarbonylaminomethyl)cyclopentyl]carbamate C(C1=CC=CC=C1)OC(=O)NC[C@H]1C[C@H](CC1)NC(OC(C)(C)C)=O